O=C1OC2=C(N1COCC[Si](C)(C)C)C=CC(=C2)N2C(NC(CC2)=O)=O 1-(2-Oxo-3-((2-(trimethylsilyl)ethoxy)methyl)-2,3-dihydrobenzo[d]oxazol-6-yl)dihydropyrimidine-2,4(1H,3H)-dione